CSCC1=CC(=C2CN(CC2=C1)C(=O)OCC1=CC=CC=C1)C1=CC=CC=C1 benzyl 6-((methylthio) methyl)-4-phenylisoindoline-2-carboxylate